(2R,3S,5R)-5-(6-amino-2-fluoro-purin-9-yl)-4,4-dideutero-2-[dideutero(hydroxy)methyl]-2-ethynyl-tetrahydrofuran-3-ol Ethyl-[4-(6-formylpyridin-3-yl)-1,4-diazepan-1-yl]acetate C(C)C(C(=O)O[C@@H]1[C@@](O[C@H](C1([2H])[2H])N1C2=NC(=NC(=C2N=C1)N)F)(C#C)C(O)([2H])[2H])N1CCN(CCC1)C=1C=NC(=CC1)C=O